COC1=C(C=CC=C1)NC(=O)C=1SC(N2C1NC(C1=CC3=C(C=C21)OCO3)=O)=S N-(2-methoxyphenyl)-5-oxo-1-thioxo-4,5-dihydro-1H-[1,3]dioxolo[4,5-g]thiazolo[3,4-a]quinazoline-3-carboxamide